2,5-dihydro-2,5-dioxo-1H-pyrrole-1-heptanoic Acid O=C1N(C(C=C1)=O)CCCCCCC(=O)O